(R)-1-(2-fluorophenyl) ethyl(1-methyl-4-(6-methyl-5-(methylsulfonamido) pyridin-2-yl)-1H-1,2,3-triazol-5-yl)carbamate C(C)N(C(OC1=C(C=CC=C1)F)=O)C1=C(N=NN1C)C1=NC(=C(C=C1)NS(=O)(=O)C)C